(S)-(2-((1H-Benzo[d]imidazol-2-yl)methoxy)-4-(difluoromethyl)-6-hydroxyphenyl)(8-((tetrahydrofuran-3-yl)amino)-3,4-dihydroisoquinolin-2(1H)-yl)methanone N1C(=NC2=C1C=CC=C2)COC2=C(C(=CC(=C2)C(F)F)O)C(=O)N2CC1=C(C=CC=C1CC2)N[C@@H]2COCC2